rel-(3R)-6-fluoro-3-methyl-5-[[4-methyl-6-(methylamino)pyrimidin-2-yl]amino]-2,3-dihydrobenzofuran-7-yl-2,3,4,7-tetrahydro-1H-azepin-3-ol FC1=C(C2=C(C(CO2)C)C=C1NC1=NC(=CC(=N1)C)NC)N1C[C@@H](CC=CC1)O |o1:23|